benzyl 4-chloro-7,8-dihydro-5H-pyrido[3',4':4,5]pyrrolo[2,3-d]pyrimidine-6(9H)-carboxylate ClC=1C2=C(N=CN1)NC1=C2CN(CC1)C(=O)OCC1=CC=CC=C1